2-(4-cyanophenyl)pyridine C(#N)C1=CC=C(C=C1)C1=NC=CC=C1